2-bromophenyl methyl sulfone CS(=O)(=O)C1=C(C=CC=C1)Br